Iridium-tin-antimony-vanadium oxide [O-2].[V+5].[Sb+3].[Sn+4].[Ir+3]